C1=COC(=C1)CNC(=S)N 1-(2-furfuryl)-2-thiourea